C[Si](CCOCOC=1C=C(C2=C(C=CC=C2C1)F)B1OC(C)(C)C(C)(C)O1)(C)C 3-(2-(trimethylsilyl)ethoxymethoxy)-8-fluoronaphthaleneboronic acid pinacol ester